FC(C(=O)[O-])(F)F.C(C)N1C=[N+](C2=C1C=C(C=C2)C(NC2CCC(CC2)N(C[C@@H]([C@H]([C@@H]([C@@H](CO)O)O)O)O)C[C@@H]([C@H]([C@@H]([C@@H](CO)O)O)O)O)=O)CC 1,3-diethyl-6-{[(1S,4S)-4-{bis[(2S,3R,4R,5R)-2,3,4,5,6-pentahydroxyhexyl]amino}cyclohexyl]carbamoyl}-1H-1,3-benzodiazol-3-ium trifluoroacetate